(4-Bromo-1-methylpyrrolidine-2,2-diyl)dimethanol BrC1CC(N(C1)C)(CO)CO